(E)-3-(3,5-dimethoxy-4-hydroxyphenyl)-2-propenoic acid COC=1C=C(C=C(C1O)OC)/C=C/C(=O)O